2-(4-cyclopropyl-6-methoxypyrimidin-5-yl)-4-((4-(1-isopropyl-4-(trifluoromethyl)-1H-imidazol-2-yl)benzyl)amino)-5,8-dihydropyrido[4,3-d]pyrimidin-7(6H)-one C1(CC1)C1=NC=NC(=C1C=1N=C(C2=C(N1)CC(NC2)=O)NCC2=CC=C(C=C2)C=2N(C=C(N2)C(F)(F)F)C(C)C)OC